4-bromo-6-ethyl-2-(trifluoromethyl)pyrimidin-5-amine BrC1=NC(=NC(=C1N)CC)C(F)(F)F